ClC=1C=C(C(=O)N2CC=3C(C[C@H]2C)=NNC3C(=O)NCC(OC)OC)C=CC1Cl (R)-5-(3,4-Dichlorobenzoyl)-N-(2,2-dimethoxyethyl)-6-methyl-4,5,6,7-tetrahydro-2H-pyrazolo[4,3-c]pyridine-3-carboxamide